ClC1=C(C(=CC=C1)F)C1=NOC(=C1COC1CC1)C=1C=NN(C1C)C1CC(C1)(O)C (1R,3S)-3-{4-[3-(2-chloro-6-fluorophenyl)-4-(cyclopropoxymethyl)-1,2-oxazol-5-yl]-5-methyl-1H-pyrazol-1-yl}-1-methylcyclobutan-1-ol